CN(C(CCCCCCCCC)CCCCCCCCCCCCCC=CCCCCCCCC)C N,N-dimethyltritriacont-24-en-10-amine